C(C)(C)(C)Cl tertbutyl chloride